C(C)(C)(C)OC(N[C@@H]1CN(C[C@H](C1)F)C1=C2C(=C(NC2=C(C=C1F)C(N)=O)C)Cl)=O (3S,5S)-1-(7-carbamoyl-3-chloro-5-fluoro-2-methyl-1H-indol-4-yl)-5-fluoropiperidin-3-ylcarbamic acid tert-butyl ester